ethyl 4-bromo-2-fluorobenzeneimidate hydrochloride Cl.BrC1=CC(=C(C=C1)C(OCC)=N)F